7-[4-(10-phenyl-9-anthryl)phenyl]-9-(9-phenyl-9H-carbazol-3-yl)-7H-benzo[c]carbazole C1(=CC=CC=C1)C1=C2C=CC=CC2=C(C2=CC=CC=C12)C1=CC=C(C=C1)N1C=2C=C(C=CC2C=2C3=C(C=CC12)C=CC=C3)C=3C=CC=1N(C2=CC=CC=C2C1C3)C3=CC=CC=C3